OCCN(CC(C)N)CCO N,N-bis(2-hydroxyethyl)propylenediamine